C(C)(=O)C1=C(C=C(C=C1)Cl)C=1C(=NN(C(C1)=O)C(C(=O)NC1=CC=C(C(=O)OC(C)(C)C)C=C1)CC(C)C)OC tert-butyl 4-(2-(4-(2-acetyl-5-chlorophenyl)-3-methoxy-6-oxopyridazin-1(6H)-yl)-4-methylpentanamido)benzoate